ethyl (S)-3-((R)-1,1-dimethylethylsulfinamido)-3-(3-(m-tolyloxy)phenyl)propanoate CC(C)(C)[S@@](=O)N[C@@H](CC(=O)OCC)C1=CC(=CC=C1)OC=1C=C(C=CC1)C